C1(=CC=C(C=C1)N(C1=CC=2CC3=CC=CC=C3C2C=C1)C1=CC=C(C=C1)C=1C=CC=2N(C3=CC=CC=C3C2C1)C1=CC=CC=C1)C1=CC=CC=C1 N-(biphenyl-4-yl)-N-(4-(9-phenyl-9H-carbazol-3-yl)phenyl)-9H-fluorene-2-amine